C(C)OC(=O)C=1NC2=C(C(=CC=C2C1CCCOC1=CC=CC2=CC(=CC=C12)F)Cl)C=1C(=NN(C1CC)C)[C@@H](CCN1CCOCC1)O |r| (rac)-6-chloro-7-{5-ethyl-3-[1-hydroxy-3-(morpholin-4-yl)propyl]-1-methyl-1H-pyrazol-4-yl}-3-{3-[(6-fluoronaphthalen-1-yl)oxy]propyl}-1H-indole-2-carboxylic acid ethyl ester